COC1CCCC=C1B1OC(C(O1)(C)C)(C)C 2-(6-methoxycyclohex-1-en-1-yl)-4,4,5,5-tetramethyl-1,3,2-dioxaborolane